1-azaspiro[3.5]nonane N1CCC12CCCCC2